7-(6-(((1s,2s,3r,5r)-2-fluoro-1,5-dimethyl-8-azabicyclo[3.2.1]oct-3-yl)oxy)pyridazin-3-yl)-6-hydroxy-2-methylisoquinolin-1(2H)-one F[C@H]1[C@@]2(CC[C@](C[C@H]1OC1=CC=C(N=N1)C1=C(C=C3C=CN(C(C3=C1)=O)C)O)(N2)C)C